Ethyl 3-(4-bromo-1-oxoisoindolin-2-yl)bicyclo[3.1.0]hexane-6-carboxylate BrC1=C2CN(C(C2=CC=C1)=O)C1CC2C(C2C1)C(=O)OCC